N1=CN=C(C2=CC=CC=C12)NC1=CC=C(C=C1)S(=O)(=O)N 4-(quinazolin-4-ylamino)benzenesulfonamide